4-[6-fluoro-1-[(3S)-2,6-dioxo-3-piperidyl]indol-5-yl]piperidine-1-carboxylic acid tert-butyl ester C(C)(C)(C)OC(=O)N1CCC(CC1)C=1C=C2C=CN(C2=CC1F)[C@@H]1C(NC(CC1)=O)=O